3-fluoro-6,7-dimethoxy-4-(2-(S-methylsulfonimidoyl)-2,8-diazaspiro[4.5]decan-8-yl)quinoline FC=1C=NC2=CC(=C(C=C2C1N1CCC2(CCN(C2)S(=O)(=N)C)CC1)OC)OC